(1R,2R)-2-[4-[6-[5-(5-chloro-2,4-difluoro-phenyl)-1H-imidazol-4-yl]-3-quinolyl]pyrazol-1-yl]cyclohexanamine ClC=1C(=CC(=C(C1)C1=C(N=CN1)C=1C=C2C=C(C=NC2=CC1)C=1C=NN(C1)[C@H]1[C@@H](CCCC1)N)F)F